COC1=CC=C(CN2C3=C(SC4=C(C2=O)C=CC=C4)C=CC(=C3)COCCC3=CC=CC=C3)C=C1 10-(4-methoxybenzyl)-8-(phenethoxymethyl)dibenzo[b,f][1,4]thiazepin-11(10H)-one